((1S,4S)-4-(2,3,5,6-tetrafluoro-4-(methylthio)phenoxy)cyclohexyl)-7-((2-(trimethylsilyl)ethoxy)methyl)-7H-pyrrolo[2,3-d]pyrimidin-4-amine FC1=C(OC2CCC(CC2)C=2N=C(C3=C(N2)N(C=C3)COCC[Si](C)(C)C)N)C(=C(C(=C1F)SC)F)F